2-(1-phenylethyl)aminoethanesulfonic acid C1(=CC=CC=C1)C(C)NCCS(=O)(=O)O